indol-4-ylacetate N1C=CC2=C(C=CC=C12)CC(=O)[O-]